CC(C(=O)OC(C=1C=NC=CC1)C1=CC(=CC2=C1N=C(S2)Br)OC)C(C)C2=C(NC1=C(C=C(C=C21)F)F)C2=CC=C(C=C2)F (2-bromo-6-methoxybenzo[d]thiazol-4-yl)(pyridin-3-yl)methanol methyl-3-[5,7-difluoro-2-(4-fluorophenyl)-1H-indol-3-yl]butanoate